4-Methyl-2-phenethyl-5-(pyrrolidin-1-yl)thiazole CC=1N=C(SC1N1CCCC1)CCC1=CC=CC=C1